4-((azepan-4-yloxy)methyl)-5-cyclopropyl-3-(2,6-dichlorophenyl)isoxazole N1CCC(CCC1)OCC=1C(=NOC1C1CC1)C1=C(C=CC=C1Cl)Cl